Dimethyl 4-(4-chloro-3-(trifluoromethyl)phenyl)-1,4-dihydropyridine-3,5-dicarboxylate ClC1=C(C=C(C=C1)C1C(=CNC=C1C(=O)OC)C(=O)OC)C(F)(F)F